(R)-3-(2-((R)-1-hydroxyethyl)imidazo[4,5-d]pyrrolo[2,3-b]pyridin-1(6H)-yl)-N-(2,2,2-trifluoroethyl)pyrrolidine-1-carboxamide O[C@H](C)C1=NC=2C(=C3C(=NC2)NC=C3)N1[C@H]1CN(CC1)C(=O)NCC(F)(F)F